COC(=O)C=1C(=CC=CC1)C1=CC(=CC(=C1)OCC1=NC=CC=C1C)C 3'-methyl-5'-((3-methylpyridin-2-yl)methoxy)-[1,1'-biphenyl]-2-carboxylic acid methyl ester